4-{4-[6-(methoxymethyl)-1,3-benzooxazol-2-yl]-4-methylpiperidin-1-yl}-1-methyl-2-oxo-1,2-dihydroquinoline-3-carbonitrile COCC1=CC2=C(N=C(O2)C2(CCN(CC2)C2=C(C(N(C3=CC=CC=C23)C)=O)C#N)C)C=C1